C(C1=CC=CC=C1)(=O)O[C@H]1[C@@]([C@@H](O[C@@]1(COC(C1=CC=CC=C1)=O)F)N1C2=NC(=NC(=C2N=C1)OCC)N(C(C1=CC=CC=C1)(C1=CC=CC=C1)C1=CC=CC=C1)OC)(C)F 9-(3,5-di-O-Benzoyl-2-deoxy-2,4-difluoro-2-C-methyl-β-D-ribofuranosyl)-6-ethoxy-2-(monomethoxytritylamino)purine